(3-((3-cyanoazetidin-1-yl)sulfonyl)benzoyl)-D-proline benzyl ester C(C1=CC=CC=C1)OC([C@@H]1N(CCC1)C(C1=CC(=CC=C1)S(=O)(=O)N1CC(C1)C#N)=O)=O